(2S)-2-((E)-3-(2,4-dichlorophenyl)acrylamido)-N-(4-(ethylamino)-3,4-dioxo-1-((S)-2-oxopyrrolidin-3-yl)butan-2-yl)-4,4-dimethylpentanamide ClC1=C(C=CC(=C1)Cl)/C=C/C(=O)N[C@H](C(=O)NC(C[C@H]1C(NCC1)=O)C(C(=O)NCC)=O)CC(C)(C)C